lithium thiodicarbonate C(=S)([O-])OC(=O)[O-].[Li+].[Li+]